FC1=C(C=CC=C1)[C@@H]1CC=2C=NC(=NC2C2=C1C=CC=C2)NC2=CC(=CC=C2)CCNCCOC (6R)-6-(2-fluorophenyl)-5,6-dihydro-N-[3-[2-[(2-methoxyethyl)amino]ethyl]phenyl]-benzo[h]quinazolin-2-amine